ClC=1C=C(C=CC1C(F)(F)F)N1CC2=C(C=CC=C2CC1)C#N N-(3-Chloro-4-(trifluoromethyl)phenyl)-8-cyano-3,4-dihydroisoquinoline